[rac-(1R,3S)-3-aminocyclohexyl]methyl 6-[5-(6-methyl-2-pyridyl)-1H-imidazol-4-yl]quinoline-3-carboxylate CC1=CC=CC(=N1)C1=C(N=CN1)C=1C=C2C=C(C=NC2=CC1)C(=O)OC[C@H]1C[C@H](CCC1)N |r|